O=C1NC(CCC1N1C(N(C2=C1C=CC=C2CCCOCCOCCOCCOCC(=O)OC(C)(C)C)C)=O)=O Tert-butyl 2-[2-[2-[2-[3-[1-(2,6-dioxo-3-piperidyl)-3-methyl-2-oxo-benzimidazol-4-yl]propoxy] ethoxy]ethoxy]ethoxy]acetate